succinimidyl-4-((iodoacetyl)-amino)methylcyclohexane-1-carboxylate C1(CCC(N1C1(CCC(CC1)CNC(CI)=O)C(=O)[O-])=O)=O